2-(1-acryloyl-4-(8-chloro-4-(3-(dimethylamino)azetidin-1-yl)-7-(2,3-dimethylphenyl)-6-fluoro-1H-imidazo[4,5-c]quinolin-1-yl)pyrrolidin-2-yl)acetonitrile C(C=C)(=O)N1C(CC(C1)N1C=NC=2C(=NC=3C(=C(C(=CC3C21)Cl)C2=C(C(=CC=C2)C)C)F)N2CC(C2)N(C)C)CC#N